CN1N=CC2=CC=C(C(=C12)C1=C(C(=NC=2CC(CCC12)(C)C)N1CC2(CN(C2)C(C=C)=O)CC1)C)C (M)-1-(6-(4-(1,6-dimethyl-1H-indazol-7-yl)-3,7,7-trimethyl-5,6,7,8-tetrahydro-2-quinolinyl)-2,6-diazaspiro[3.4]octan-2-yl)-2-propen-1-one